ClC1=CC(=NC(=N1)C)N1CCN(CC1)CCO 2-(4-(6-chloro-2-methylpyrimidin-4-yl)piperazin-1-yl)ethanol